ClC=1C=2N(C3=CC=C(C=C3N1)C(=O)OC)N=CC2 methyl 4-chloropyrazolo[1,5-a]quinoxaline-7-carboxylate